3-((2-((4-(4-((4-((3-(methylsulfonyl)benzyl)amino)-5-(trifluoromethyl)pyrimidin-2-yl)amino)phenyl)piperazin-1-yl)methyl)phenyl)amino)piperidine-2,6-dione CS(=O)(=O)C=1C=C(CNC2=NC(=NC=C2C(F)(F)F)NC2=CC=C(C=C2)N2CCN(CC2)CC2=C(C=CC=C2)NC2C(NC(CC2)=O)=O)C=CC1